CC=1N=C(NC1C)C1=NC=CC(=C1)C=1C=NC=C(C1)C(=O)N(C)CCCO 2'-(4,5-Dimethyl-1H-imidazol-2-yl)-N-(3-hydroxypropyl)-N-methyl-3,4'-bipyridine-5-carboxamide